CC=1C=NCC2C(COC21)O 3,4-dihydro-7-methyl-2H-1,5-benzoxazole-3-ol